2-bromo-5-methoxy-1,3-dimethylbenzene BrC1=C(C=C(C=C1C)OC)C